R-binaphthol phosphate-(S)-oxetane-2-methylamine salt O1[C@@H](CC1)CN.P(=O)(O)(O)OC=1C(=C2C=CC=CC2=CC1)C1=CC=CC2=CC=CC=C12